O=C1NC=2C=C(C=CC2C2=C1CCO2)C(=O)OC methyl 4-oxo-2,3,4,5-tetrahydrofuro[3,2-c]quinoline-7-carboxylate